C(C)(C)(C)OC(=O)N1CCC2(CCN(C2=O)C=2OC(=C(N2)C(F)(F)F)C(=O)OCC)CC1 ethyl 2-(8-(tert-butoxycarbonyl)-1-oxo-2,8-diazaspiro[4.5]decan-2-yl)-4-(trifluoromethyl)oxazole-5-carboxylate